ClC=1C=CC=2N(C(N=C(C2N1)N1[C@H](CN([C@@H](C1)CC)C(C)C1=CC=C(C=C1)C(F)(F)F)C)=O)C([2H])([2H])[2H] 6-Chloro-4-((2S,5R)-5-ethyl-2-methyl-4-(1-(4-(trifluoromethyl)phenyl)ethyl)piperazin-1-yl)-1-(methyl-d3)pyrido[3,2-d]pyrimidin-2(1H)-one